FC(C=1C(=C(C=CC1)[C@@H](C)NC1=C2C(=NC=N1)N1C(C(=C2)CC#N)=NC(=N1)C)F)F (R)-2-(6-((1-(3-(difluoromethyl)-2-fluorophenyl)ethyl)amino)-2-methyl-[1,2,4]triazolo[1',5':1,6]pyrido[2,3-d]pyrimidin-4-yl)acetonitrile